(Z)-3-(3-(3,5-bis(trifluoromethyl)phenyl)-1H-1,2,4-triazol-1-yl)-N'-(2,6-dimethylpyrimidin-4-yl)acrylohydrazide FC(C=1C=C(C=C(C1)C(F)(F)F)C1=NN(C=N1)\C=C/C(=O)NNC1=NC(=NC(=C1)C)C)(F)F